O1CC[C@@H](C2=C1C=CC=C2)NC(=O)C=2C=NC1=C(N=CC(=C1C2N(C)C)OC)C2=C(C(=CC(=C2)F)F)F N-[(4S)-3,4-dihydro-2H-1-benzopyran-4-yl]-4-(dimethylamino)-5-methoxy-8-(2,3,5-trifluorophenyl)-1,7-naphthyridine-3-carboxamide